OCCC1C(CCCC1CCO)O 2,3-di-(2'-hydroxyethyl)cyclohexane-1-ol